C([C@@H]1[C@@H]([C@@H]([C@@H]([C@H](O1)O)O)O)O)O alpha-D-(+)-Talose